COC(C1=NC(=C(C=C1C)OC(F)F)C)=O.BrC=1C=CC=2N(C1)C(=CN2)C(\C=C\N(C)C)=O (E)-1-(6-Bromoimidazo[1,2-a]pyridin-3-yl)-3-(dimethylamino)prop-2-en-1-one methyl-5-(difluoromethoxy)-3,6-dimethylpicolinate